FC(CN1C(=NC2=C1C=CC(=C2)OC)NC(CC2=CC(=C(OC1=NC=CC=C1C(=O)N)C=C2)F)=O)F 2-(4-(2-((1-(2,2-difluoroethyl)-5-methoxy-1H-benzo[d]imidazol-2-yl)amino)-2-oxoethyl)-2-fluorophenoxy)pyridine-3-carboxamide